5-[5-(trifluoromethyl)-4H-1,2,4-triazol-3-yl]pyridine tert-Butyl-N-[(4-bromo-6,7-dichloro-1H-indol-2-yl)methyl]carbamate C(C)(C)(C)OC(NCC=1NC2=C(C(=CC(=C2C1)Br)Cl)Cl)=O.FC(C=1NC(=NN1)C=1C=CC=NC1)(F)F